cis-2,2-difluoro-1'H,3'H-spiro[cyclopropane-1,2'-pyrrolizine]-7a'(5'H)-carboxylic acid methyl ester COC(=O)C12C=CCN2CC2(C1)C(C2)(F)F